1-[[4-[2-[(2-tert-butyl-6-methyl-pyrimidin-4-yl)amino]pyrazolo[1,5-a]pyridin-5-yl]-6-methyl-3-pyridyl]oxy]-2-methyl-propan-2-ol C(C)(C)(C)C1=NC(=CC(=N1)NC1=NN2C(C=C(C=C2)C2=C(C=NC(=C2)C)OCC(C)(O)C)=C1)C